NC=1C=2N(C=C(N1)C(F)(F)F)C(=CN2)C=2C=C(C=CC2C)C(C(C)O)(F)F (3-(8-amino-6-(trifluoromethyl)imidazo[1,2-a]pyrazin-3-yl)-4-methylphenyl)-1,1-difluoropropan-2-ol